C(C)C=1C(NC=2C=C(C=NC2C1)CN1CCN(CC1)C=1C=CC=2N(C1)C=NC2C(=O)NC)=O 6-(4-((7-Ethyl-6-oxo-5,6-dihydro-1,5-naphthyridin-3-yl)methyl)piperazin-1-yl)-N-methyl-Imidazo[1,5-a]pyridine-1-carboxamide